methyl (S)-6-(tert-butyl)-1-fluoro-10-methoxy-9-(3-methoxypropoxy)-2-oxo-6,7-dihydro-2H-pyrido[2,1-a]isoquinoline-3-carboxylate C(C)(C)(C)[C@H]1N2C(C3=CC(=C(C=C3C1)OCCCOC)OC)=C(C(C(=C2)C(=O)OC)=O)F